NC(C(=O)N1CCN(CC1)C1=NC=C(C(=N1)N[C@H](C)C1=C(C=C(C=C1)Cl)Cl)Cl)(C)C (R)-2-amino-1-(4-(5-chloro-4-((1-(2,4-dichlorophenyl)ethyl)amino)pyrimidin-2-yl)piperazin-1-yl)-2-methylpropan-1-one